ClC1=NC=2C3=C1C=CN=C3C=CC2 chloro-pyrrolo[4,3,2-de]quinoline